3-hydroxy-2,2-dimethylpropyl-adamantane-1-carboxylate OCC(COC(=O)C12CC3CC(CC(C1)C3)C2)(C)C